1-(4-(5-dodecyl-benzooxazol-2-yl)phenyl)-3-styryl-5-phenyl-pyrazoline C(CCCCCCCCCCC)C=1C=CC2=C(N=C(O2)C2=CC=C(C=C2)N2NC(=CC2C2=CC=CC=C2)C=CC2=CC=CC=C2)C1